BrC1=NC=2N(C(N(C(C2N1C)=O)CC1=CC=C2C=CN(C2=C1)C(=O)OC(C)(C)C)=O)C tert-butyl 6-((8-bromo-3,7-dimethyl-2,6-dioxo-2,3,6,7-tetrahydro-1H-purin-1-yl)methyl)-1H-indole-1-carboxylate